5-(2-methylbutanoyl)-N-methylamino-3-(1-ethylpiperidin-4-yl)pyrrolo[3,2-b]pyridine phenylacetate C1(=CC=CC=C1)CC(=O)O.CC(C(=O)C1=CC=C2C(=N1)C(=CN2NC)C2CCN(CC2)CC)CC